CN(C=1C(=C(C(=C2C=NNC12)C=1N=CC=2N(C1)C=C(N2)NC(=O)[C@H]2[C@H](C2)F)OC)F)C (1s,2s)-N-(6-(7-(dimethylamino)-6-fluoro-5-methoxy-1H-indazol-4-yl)imidazo[1,2-a]pyrazin-2-yl)-2-fluorocyclopropane-1-carboxamide